C(C)N1C2=CC=C(C=C2C=2C=CC=CC12)C(C1=C(C=C(C=C1)OCC1OCCC1)C)=O 9-ethyl-6-(2-methyl-4-tetrahydrofuranylmethoxybenzoyl)-9H-carbazole